FC(C)(F)[C@H]1CN(CCO1)C(=O)NC1=C(C=C(C(=C1)C1=CC(=NC(=C1)N1CCOCC1)OCCO)C)F (2R)-2-(1,1-difluoroethyl)-N-[2-fluoro-5-[2-(2-hydroxyethoxy)-6-(morpholin-4-yl)pyridin-4-yl]-4-methylphenyl]morpholine-4-carboxamide